(3R,5S)-tertbutyl 3-(2-bromo-6-chloropyridin-4-yl)-5-methylpiperazine-1-carboxylate BrC1=NC(=CC(=C1)[C@@H]1CN(C[C@@H](N1)C)C(=O)OC(C)(C)C)Cl